COC=1C=C(C=CC1OC)C=1NC2=CC=C(C=C2C1C(C)C)NC1CCC(CC1)N1CCN(CC1)CC1=CC=C(C=C1)C 2-(3,4-dimethoxyphenyl)-3-isopropyl-N-(4-(4-(4-methylbenzyl)piperazin-1-yl)cyclohexyl)-1H-indol-5-amine